tert-butyl 3-(6-(4-(3H-imidazo[4,5-b]pyridin-7-yl)-1H-pyrazol-1-yl)pyridin-3-yl)-4,4,4-trifluorobutylmethylcarbamate N1=CNC2=NC=CC(=C21)C=2C=NN(C2)C2=CC=C(C=N2)C(CCN(C(OC(C)(C)C)=O)C)C(F)(F)F